[2-[[1-(2-aminoethyl)-4-piperidinyl]amino]-4-methyl-1H-benzimidazol-1-yl]-6-methyl-3-pyridinol NCCN1CCC(CC1)NC1=NC2=C(N1C1=NC(=CC=C1O)C)C=CC=C2C